C(C)C1=C(C(=CC(=C1)CCCC)CC)O 2,6-diethyl-4-butylphenol